2-fluoro-N-((2R)-3-methyl-1-(2-methyl-1-oxo-4-phenyl-2,8-diazaspiro-[4.5]decan-8-yl)-1-oxobutan-2-yl)-5-(trifluoromethyl)benzamide FC1=C(C(=O)N[C@@H](C(=O)N2CCC3(C(CN(C3=O)C)C3=CC=CC=C3)CC2)C(C)C)C=C(C=C1)C(F)(F)F